ClCC(=O)N1CCN(CC1)CC1=NN=C2N1C1=CC=CC=C1C(N2CC2=CC=C(C=C2)F)=O 1-((4-(2-chloroacetyl)piperazin-1-yl)methyl)-4-(4-Fluorobenzyl)-[1,2,4]triazolo[4,3-a]quinazolin-5(4H)-one